(1R,3R)-1-[4-[1-(3,3-dimethoxypropyl)azetidin-3-yl]oxy-2,6-difluoro-phenyl]-2-(2-fluoro-2-methyl-propyl)-3-methyl-1,3,4,9-tetrahydropyrido[3,4-b]indole COC(CCN1CC(C1)OC1=CC(=C(C(=C1)F)[C@H]1N([C@@H](CC2=C1NC1=CC=CC=C21)C)CC(C)(C)F)F)OC